Butyl 6-(3-(tert-butyl)phenyl)-2-azaspiro[3.3]heptane-2-carboxylate C(C)(C)(C)C=1C=C(C=CC1)C1CC2(CN(C2)C(=O)OCCCC)C1